(R)-1-(6-(benzyloxy)-7-methoxy-1,2,3,4-tetrahydroisoquinolin-1-yl)-3-(tert-butoxy)propan-2-one C(C1=CC=CC=C1)OC=1C=C2CCN[C@@H](C2=CC1OC)CC(COC(C)(C)C)=O